3-Amino-6-(cyclopropylmethoxy)-4-(7-fluoro-1H-indazol-4-yl)-1H-1,7-phenanthrolin-2-one NC=1C(NC2=C3C=CC=NC3=C(C=C2C1C1=C2C=NNC2=C(C=C1)F)OCC1CC1)=O